C1(CC(CC(C1)C(=O)Cl)C(=O)Cl)C(=O)Cl 1,3,5-cyclohexanetrioyl chloride